C(#N)C1(CCC(CC1)C(=O)OC(C)OC(CCCC[C@@H]1S(SCC1)=O)=O)C1=CC(=C(C=C1)OC)OC1CCCC1 1-((5-((3S)-2-oxido-1,2-dithiolan-3-yl)pentanoyl)oxy)ethyl (1r,4R)-4-cyano-4-(3-(cyclopentyloxy)-4-methoxyphenyl)cyclohexane-1-carboxylate